OC1=C(C=CC=C1)C1=CC(=CN=N1)N1CCC(CC1)(C(=O)N1C(CC2C1CN(C2)CC2CCN(CC2)C2=CC=C(C=C2)[C@@H]2C(NC(CC2)=O)=O)C)C2=CC=CC=C2 (3R)-3-(4-{4-[(1-{1-[6-(2-hydroxyphenyl)pyridazin-4-yl]-4-phenylpiperidine-4-carbonyl}-2-methyl-hexahydropyrrolo[2,3-c]pyrrol-5-yl)methyl]piperidin-1-yl}phenyl)piperidine-2,6-dione